COC1=CC2=C(C=C1)C(=O)C=C(O2)C3=CC(=C(C=C3O)OC)OC The molecule is a monohydroxyflavone that is flavone substituted by a hydroxy group at position 2' and methoxy groups at positions 7, 4' and 5'. It has been isolated from the aerial parts of Mimosa diplotricha. It has a role as a metabolite and a plant metabolite. It is a trimethoxyflavone and a monohydroxyflavone. It derives from a flavone.